NC=1SC(=C(C1C(=O)OC)C)C(NC1=C(C=C(C=C1)C)C)=O Methyl 2-amino-5-[(2,4-dimethylphenyl)carbamoyl]-4-methylthiophene-3-carboxylate